N1(CCOCC1)CCC(=C)C1=CC=CC=C1 N-morpholinyl-3-phenylbut-3-ene